methyl (2-(2-(2-(2-azidoethoxy)ethoxy)ethoxy)ethyl)carbamate N(=[N+]=[N-])CCOCCOCCOCCNC(OC)=O